5-Hydroxy-2-methyl-3H-isoindol-1-one OC=1C=C2CN(C(C2=CC1)=O)C